N1C=C(C=C1)CNCC1=CC=C(CN2C(=NC=3C2=C2C(=NC3N)C=CS2)COCC)C=C1 1-(4-((((1H-pyrrol-3-yl)methyl)amino)methyl)benzyl)-2-(ethoxymethyl)-1H-imidazo[4,5-d]thieno[3,2-b]pyridin-4-amine